C(CCCCCC)(=O)OCC ethyl heptanate